C1(=CC=CC=C1)C1=CC=C(C=N1)CN(C=O)C1=C(C=CC=C1)C#CC=1C=CC=NC1 5-[2-(2-{N-[(6-Phenylpyridin-3-yl)methyl]formamido}phenyl)ethynyl]pyridin